COC=1C=C(C=C(C1)OC)S(=O)(=O)Cl 3,5-dimethoxy-benzenesulfonyl chloride